FC1=CC(=C(OC2=C(C(=O)NC3=CC(NC=C3)=O)C=C(C(=C2)C2(CC2)F)C(F)(F)F)C=C1)C 2-(4-Fluoro-2-methylphenoxy)-4-(1-fluorocyclopropyl)-N-(2-oxo-1,2-dihydropyridin-4-yl)-5-(trifluoromethyl)benzamide